benzyl 4-(((((di-tert-butoxyphosphoryl)oxy)methoxy)carbonyl)(methyl)amino)butanoate C(C)(C)(C)OP(=O)(OC(C)(C)C)OCOC(=O)N(CCCC(=O)OCC1=CC=CC=C1)C